N-(2-aminoethyl)-piperazine NCCN1CCNCC1